1-(4-(4-Fluorophenyl)-5-(2-methoxyethoxy)pyrimidin-2-yl)-N-(4-methyl-1-azabicyclo[3.2.2]nonan-4-yl)piperidine-4-carboxamide FC1=CC=C(C=C1)C1=NC(=NC=C1OCCOC)N1CCC(CC1)C(=O)NC1(CCN2CCC1CC2)C